2-(3,5-dibromo-1H-pyrazol-1-yl)-N-methyl-N-propenylacetamide BrC1=NN(C(=C1)Br)CC(=O)N(C=CC)C